N-[(1R,3R)-3-(2-methoxyethoxy)cyclopentyl]-4-(3-methylimidazol-4-yl)pyrimidine-2-carboxamide COCCO[C@H]1C[C@@H](CC1)NC(=O)C1=NC=CC(=N1)C=1N(C=NC1)C